2-(1-(4-chloro-3-methylbenzyl)piperidin-4-yl)-N-(3-methoxyphenyl)-3-oxoisoindoline-1-carboxamide ClC1=C(C=C(CN2CCC(CC2)N2C(C3=CC=CC=C3C2=O)C(=O)NC2=CC(=CC=C2)OC)C=C1)C